2-methyl-4-(3,5-dimethylphenyl)-5-methoxy-6-tert-butylindenyl-zirconium dichloride [Cl-].[Cl-].CC=1C(C2=CC(=C(C(=C2C1)C1=CC(=CC(=C1)C)C)OC)C(C)(C)C)[Zr+2]